C(C)N1[C@H]([C@H](CC1)C1=CC=2C(=NC=CC2NC=2C=CC3=C(N=CS3)C2)S1)C N-(2-((2S,3S)-1-ethyl-2-methylpyrrolidin-3-yl)thieno[2,3-b]pyridin-4-yl)benzo[d]thiazol-5-amine